2-[1-(2-azaspiro[3.3]heptan-6-yl)pyrazol-4-yl]-8-chloro-7-[(2-methyl-3H-benzimidazol-5-yl)oxy]quinoxaline C1NCC12CC(C2)N2N=CC(=C2)C2=NC1=C(C(=CC=C1N=C2)OC2=CC1=C(N=C(N1)C)C=C2)Cl